2,2-difluoropropanamidine FC(C(=N)N)(C)F